tert-butyl (3R)-3-(2-(3-(4-bromo-6-chloro-1-(tetrahydro-2H-pyran-2-yl)-1H-indazol-5-yl)propyl)-2H-1,2,3-triazol-4-yl)piperidine-1-carboxylate BrC1=C2C=NN(C2=CC(=C1CCCN1N=CC(=N1)[C@H]1CN(CCC1)C(=O)OC(C)(C)C)Cl)C1OCCCC1